L-4-piperidin-1-yl-benzaldehyde N1(CCCCC1)C1=CC=C(C=O)C=C1